2,2-difluoro-2-(1H-1,2,3,4-tetrazol-5-yl)acetic acid FC(C(=O)O)(C1=NN=NN1)F